FC1(CCC(CC1)C(NC(=O)C1=NON=C1C)C=1OC2=C(N1)C=C(C=C2)C(N2C(NC(C2)C(F)(F)F)=O)C2COC2)F N-((4,4-difluorocyclohexyl)(5-(oxetan-3-yl(2-oxo-4-(trifluoromethyl)imidazolidin-1-yl)methyl)benzo[d]oxazol-2-yl)methyl)-4-methyl-1,2,5-oxadiazole-3-carboxamide